CC(C(=O)OCCC1=CC=CC=C1)CC phenylethyl 2-methylbutanoate